[NH4+].ClC1=CC(=C(COC2=NC(=NC=C2F)N2CCC3(CC3C3=NC4=C(N3C[C@H]3OCC3)C=C(C=C4)C(=O)O)CC2)C=C1)F 2-(6-{4-[(4-chloro-2-fluorobenzyl)oxy]-5-fluoropyrimidin-2-yl}-6-azaspiro[2.5]oct-1-yl)-1-[(2S)-oxetan-2-ylmethyl]-1H-benzimidazole-6-carboxylic acid ammonium